3-methyl-1-((4-oxocyclohexyl)methyl)-7-(2,2,2-trifluoroethyl)-1H-purine-2,6(3h,7h)-dione CN1C(N(C(C=2N(C=NC12)CC(F)(F)F)=O)CC1CCC(CC1)=O)=O